4,6-difluoro-2,5-diisopropylisophthalonitrile FC1=C(C(=C(C#N)C(=C1C(C)C)F)C(C)C)C#N